tert-butyl 4-[5-fluoro-1-[(3R)-2,6-dioxo-3-piperidyl]indolin-4-yl]piperidine-1-carboxylate FC=1C(=C2CCN(C2=CC1)[C@H]1C(NC(CC1)=O)=O)C1CCN(CC1)C(=O)OC(C)(C)C